Racemic-tert-butyl-1-(6-(difluoromethyl)-N-methylindolizine-2-carboxamido)-8,9-difluoro-6-oxo-1,4,5,6-tetrahydrobenzo[c][1,7]naphthyridine C(C)(C)(C)[C@]1(C=2C3=C(C(NC2CN=C1)=O)C=C(C(=C3)F)F)N(C(=O)C=3C=C1C=CC(=CN1C3)C(F)F)C |r|